FC1(CN(CC1)C(=O)C=1C=NN2C1CN(CC2)C(=O)C=2NC1=CC=CC=C1C2)F 2-[3-(3,3-difluoropyrrolidine-1-carbonyl)-4H,5H,6H,7H-pyrazolo[1,5-a]pyrazine-5-carbonyl]-1H-indole